N1-{6-chloro-3-methyl-1H-pyrazolo[3,4-d]pyrimidin-4-yl}-2,2-difluoropropane-1,3-diamine ClC1=NC(=C2C(=N1)NN=C2C)NCC(CN)(F)F